CC1=C(C(=C(C1([Hf]C1(C=CC2=CC=3CCCC3C=C12)CC(C)C1=CC=CC=C1)C)C)C)C pentamethylcyclopentadienyl(1-(2-phenylpropyl)-1,5,6,7-tetrahydro-s-indacenyl)hafnium